imidazole compound with cobalt [Co].N1C=NC=C1